1,2-oxazole-5-carboxamide O1N=CC=C1C(=O)N